(E)-ethyl 3-(5-bromo-1-methyl-2-oxo-1,2-dihydropyridin-4-yl)acrylate BrC=1C(=CC(N(C1)C)=O)/C=C/C(=O)OCC